C1(CC1)CN1CC(CCC1)C=O 1-(CYCLOPROPYLMETHYL)PIPERIDINE-3-CARBALDEHYDE